9,9-bis[9-(2-hydroxyethoxy)-3-phenanthryl]-3,6-bis(1-naphthyl)fluorene OCCOC=1C2=CC=CC=C2C=2C=C(C=CC2C1)C1(C2=CC=C(C=C2C=2C=C(C=CC12)C1=CC=CC2=CC=CC=C12)C1=CC=CC2=CC=CC=C12)C=1C=CC=2C=C(C3=CC=CC=C3C2C1)OCCO